5,6-dimethyl-bicyclo[2.2.2]oct-5-ene-2,3-dicarboxylic acid CC=1C2C(C(C(C1C)CC2)C(=O)O)C(=O)O